8-[(5S)-5-(but-2-ynoylamino)cyclohexen-1-yl]-7-fluoro-1,2,3,4-tetra-hydrocyclopenta[b]indole-5-carboxamide C(C#CC)(=O)N[C@H]1CCC=C(C1)C1=C2C3=C(NC2=C(C=C1F)C(=O)N)CCC3